2-Chloro-N-(1-{[4-cyclopropyl-2-(trifluoromethyl)phenyl]methyl}-1H-pyrazol-3-yl)benzamide ClC1=C(C(=O)NC2=NN(C=C2)CC2=C(C=C(C=C2)C2CC2)C(F)(F)F)C=CC=C1